6-(5-(((1S,3S,4S,5R)-4-fluoro-1-methyl-8-azabicyclo[3.2.1]octan-3-yl)oxy)pyrazin-2-yl)isoquinolin-7-ol F[C@@H]1[C@H](C[C@@]2(CC[C@H]1N2)C)OC=2N=CC(=NC2)C=2C=C1C=CN=CC1=CC2O